carbon ethylbenzene C(C)C1=CC=CC=C1.[C]